tert-butyl (1R,5R)-6-(4-amino-5-fluoro-6-(3-(methoxymethoxy)-8-((triisopropylsilyl)ethynyl)naphthalen-1-yl)pyridine-3-carbonothioyl)-2,6-diazabicyclo[3.2.0]heptane-2-carboxylate NC1=C(C=NC(=C1F)C1=CC(=CC2=CC=CC(=C12)C#C[Si](C(C)C)(C(C)C)C(C)C)OCOC)C(=S)N1[C@@H]2CCN([C@@H]2C1)C(=O)OC(C)(C)C